C(#N)C=1C=CC=2N(C(N=C(C2N1)N1C[C@H](N(C[C@@H]1CC)C(C(=O)NCC#N)C1=CC=C(C=C1)C(F)(F)F)CC)=O)C 2-((2r,5s)-4-(6-cyano-1-methyl-2-oxo-1,2-dihydropyrido[3,2-d]pyrimidin-4-yl)-2,5-diethylpiperazin-1-yl)-N-(cyanomethyl)-2-(4-(trifluoromethyl)phenyl)acetamide